4-(4-(piperidin-1-yl)phenyl)oxazolidin-2-one N1(CCCCC1)C1=CC=C(C=C1)C1NC(OC1)=O